C(C1=C(C(=CC(=C1)CC)CCCC)O)C1=C(C(=CC(=C1)CC)CCCC)O 2,2'-methylene-bis(4-ethyl-6-butylphenol)